C1=CC=C(C=C1)CSCC2=NS(=O)(=O)C3=CC(=C(C=C3N2)Cl)S(=O)(=O)N The molecule is 7-Sulfamoyl-1,2,4-benzothiadiazine 1,1-dioxide in which the hydrogen at position 6 is substituted by chlorine and that at position 3 is substituted by a benzylsulfanylmethyl group. A diuretic, it is used to treat hypertension and edema. It has a role as a diuretic and an antihypertensive agent. It is a benzothiadiazine and a sulfonamide.